nonan-5-yl 9-hydroxy-8-(hydroxymethyl)nonanoate OCC(CCCCCCC(=O)OC(CCCC)CCCC)CO